(4-methoxyphenyl)(triethylsilyl)methanone COC1=CC=C(C=C1)C(=O)[Si](CC)(CC)CC